CC1=C(C(=CC(=C1)OC)C)O 2,6-dimethyl-4-methoxyphenol